5-(difluoro(phenyl)methyl)phenol FC(C=1C=CC=C(C1)O)(C1=CC=CC=C1)F